isopropyl-1,4-dimethyl-8-phenyl-azulene C(C)(C)C1=C(C2=C(C=CC=C(C2=C1)C)C1=CC=CC=C1)C